N1(C=NC=C1)C=1N=C(C2=C(N1)C=CS2)C(=O)O 2-(1H-imidazol-1-yl)thieno[3,2-d]pyrimidine-4-carboxylic acid